COCCS(=O)(=O)CC1=CC=C(C=C1)[N+](=O)[O-] 1-[(2-methoxyethanesulfonyl)methyl]-4-nitrobenzene